CN(C=1C=C2CN(C(C2=CC1)=O)C1C(NC(CC1)=O)=O)[C@@H]1[C@@H](CCC1)N1CCCCC1 3-(5-(methyl-((1s,2r)-2-(piperidin-1-yl)cyclopentyl)amino)-1-oxoisoindolin-2-yl)piperidine-2,6-dione